5-bromo-N-methoxy-N,3-dimethylthiophen-2-carboxamide BrC1=CC(=C(S1)C(=O)N(C)OC)C